(4-(benzyloxy)-1,1,1-trifluorobutan-2-yloxy)trimethylsilane C(C1=CC=CC=C1)OCCC(C(F)(F)F)O[Si](C)(C)C